BrC1=NC(=CC=C1)N1N=CC=C1 2-bromo-6-(1H-pyrazol-1-yl)pyridine